C(C(=C)C)(=O)OC(CCCCCCCCC)OC(C(=C)C)=O decandiol dimethacrylate